3-(5-(4-(((2-hydroxyethyl)amino)methyl)pyridin-2-yl)-1-oxoisoindolin-2-yl)piperidine-2,6-dione OCCNCC1=CC(=NC=C1)C=1C=C2CN(C(C2=CC1)=O)C1C(NC(CC1)=O)=O